2-methyl-3-((6-(trifluoromethyl)pyridin-2-yl)methyl)naphthalene-1,4-dione CC=1C(C2=CC=CC=C2C(C1CC1=NC(=CC=C1)C(F)(F)F)=O)=O